6,7-dimethoxy-2-methyl-N-[(1R)-1-{3-[(1E)-3-phenylprop-1-en-1-yl]phenyl}ethyl]quinazolin-4-amine COC=1C=C2C(=NC(=NC2=CC1OC)C)N[C@H](C)C1=CC(=CC=C1)\C=C\CC1=CC=CC=C1